[N+](=O)([O-])[O-].[Co+2].C(CCCCC)=N.[N+](=O)([O-])[O-] hexaanimine cobalt nitrate